5-(3-(trifluoromethyl)phenyl)-N-(3-(2-(dimethylamino)propyl)-1,2,4-thiadiazol-5-yl)thiophene-3-Formamide FC(C=1C=C(C=CC1)C1=CC(=CS1)C(=O)NC1=NC(=NS1)CC(C)N(C)C)(F)F